(methylcyclopentadienyl)(cyclopentadienyl)magnesium CC1(C=CC=C1)[Mg]C1C=CC=C1